ClC=1C=C(C=CC1)C(C(OC(=O)N[C@H](C(=O)O)CCCC)C1=CC=NC=C1)(F)F (2S)-2-(((2-(3-chlorophenyl)-2,2-difluoro-1-(pyridin-4-yl)ethoxy)carbonyl)amino)hexanoic acid